FC(CN1CCCCC1)(F)F 1-(2,2,2-trifluoroethyl)piperidine